7-fluoro-N-(4-(piperidin-4-yl)phenyl)-1,3-dihydro-2H-pyrrolo[3,4-c]pyridine-2-carboxamide hydrochloride Cl.FC=1C2=C(C=NC1)CN(C2)C(=O)NC2=CC=C(C=C2)C2CCNCC2